4-((2-bromo-3'-(3-((4-hydroxypiperidin-1-yl)methyl)-1,2,4-oxadiazol-5-yl)-2'-methyl-[1,1'-biphenyl]-3-yl)methoxy)-5-chloro-2-(pyridin-3-ylmethoxy)benzaldehyde BrC1=C(C=CC=C1COC1=CC(=C(C=O)C=C1Cl)OCC=1C=NC=CC1)C1=C(C(=CC=C1)C1=NC(=NO1)CN1CCC(CC1)O)C